4-oxo-1-propan-2-ylpyridine-3-carboxamide O=C1C(=CN(C=C1)C(C)C)C(=O)N